3-trifluoropropyl-2-bromo-6-hydroxybenzoic acid FC(CCC=1C(=C(C(=O)O)C(=CC1)O)Br)(F)F